ClCCSC1=NN=C(S1)NC(CC1=NC=CC=C1)=O N-(5-(2-Chloroethylthio)-1,3,4-thiadiazol-2-yl)-2-(pyridin-2-yl)acetamide